Glutaraldehyde carbonate C(O)(O)=O.C(CCCC=O)=O